C(C)(C)(C)N1N=C(C=C1C)NC1=CC=C(C(=N1)C[C@@]1(C[C@H](N(CC1)CC(=O)C1=C(C(=CC=C1)Cl)F)C)C(=O)OC(C)(C)C)F tert-butyl (2R,4R)-4-((6-((1-(tert-butyl)-5-methyl-1H-pyrazol-3-yl) amino)-3-fluoropyridin-2-yl) methyl)-1-(2-(3-chloro-2-fluorophenyl)-2-oxoethyl)-2-methylpiperidine-4-carboxylate